CC1(C(C(CCC1)C)CCC(CO)CCC)C 2-(2-(2,2,6-trimethylcyclohexyl)ethyl)-1-pentanol